NC=1N=C(SC1C(=O)C1=CC(=NO1)C(=O)N[C@@H]1C[C@H](C1)F)N(C1=CC=C(C=C1)F)C(C(=O)N)C 5-[4-amino-2-(N-(2-amino-1-methyl-2-oxo-ethyl)-4-fluoro-anilino)thiazole-5-carbonyl]-N-(trans-3-fluorocyclobutyl)isoxazole-3-carboxamide